CN1C(C(C2=CC=CC=C12)(C1=CC=C(C=C1)OC#N)C1=CC=C(C=C1)OC#N)=O 1-methyl-3,3-bis(4-cyanooxyphenyl)indoline-2-one